C1(CCCC1)C(CC#N)N1N=CC(=C1)C=1C2=C(N=CN1)N(C=C2)C(C2=CC=CC=C2)(C2=CC=CC=C2)C2=CC=CC=C2 3-cyclopentyl-3-{4-[7-(triphenylmethyl)-pyrrolo[2,3-d]pyrimidin-4-yl]-1H-pyrazol-1-yl}propanenitrile